N,N-diethyl-myristic acid amide C(C)N(C(CCCCCCCCCCCCC)=O)CC